Methyl 3-(1-methyl-3-trimethylsilyl-pyrazol-4-yl)sulfanylpropanoate CN1N=C(C(=C1)SCCC(=O)OC)[Si](C)(C)C